[C@]12([C@](O)([C@H](O)[C@@H](CO)O1)B2)N2C(=O)NC(=O)C=C2 boranouridine